NC=1C=2N(C3=C(N1)C=NC(=C3)C(=O)N([C@@H]3COC1=C3C=CC(=C1)C(F)(F)F)C)C=NC2C (S)-4-amino-N,3-dimethyl-N-(6-(trifluoromethyl)-2,3-dihydrobenzofuran-3-yl)imidazo[1,5-a]pyrido[3,4-e]pyrazine-8-carboxamide